N-((1-(3-chlorophenyl)-1H-tetrazol-5-yl)methyl)-N-methylcyclohexanamine ClC=1C=C(C=CC1)N1N=NN=C1CN(C1CCCCC1)C